COC1=NC=NC=C1CCC=O 3-(4-methoxypyrimidin-5-yl)propanal